ClC1=C(C=C(C=C1)F)C=1OC(=CN1)C(=O)O 2-(2-chloro-5-fluoro-phenyl)oxazole-5-carboxylic acid